2-[(1S,4S)-2,5-diazabicyclo[2.2.1]heptan-2-yl]thiazolo[3,2-a]pyrimidin-5-one [C@@H]12N(C[C@@H](NC1)C2)C2=CN1C(=NC=CC1=O)S2